CS(=O)(=O)OCC12C3C4C5(C3C1C5C24)C=2N(C=C(N2)C(F)(F)F)C(C)C (4-(1-isopropyl-4-(trifluoromethyl)-1H-imidazol-2-yl)cuban-1-yl)methyl methanesulfonate